N-(4,6-dimethyl-pyrimidine-2-yl)aniline CC1=NC(=NC(=C1)C)NC1=CC=CC=C1